FC1(CCN(CC1)C1=CC=CC=C1)C=O 4-fluoro-1-phenylpiperidine-4-carbaldehyde